FC1(CCC(CC1)NC=1C=C(C=C2C=C(NC12)C1=CC=CC=C1)COC)F N-(4,4-difluorocyclohexyl)-5-(methoxymethyl)-2-phenyl-1H-indol-7-amine